C(C)(C)(C)OC(=O)NCCN1N=C(N=C1)C(=O)OC methyl 1-(2-{[(tert-butoxy) carbonyl] amino} ethyl)-1H-1,2,4-triazole-3-carboxylate